O1C(CCC1)C(C)=O 1-(tetrahydro-furan-2-yl)-ethanone